2-(4-{[(3-cyanopyridin-2-yl)oxymethyl]piperidin-1-yl}-2-[4-(difluoro-methyl)-1,3-thiazol-5-yl]ethyl)-6-fluorobenzamid C(#N)C=1C(=NC=CC1)OCC1N(CCCC1)C1(N=CSC1CCC1=C(C(=O)N)C(=CC=C1)F)C(F)F